6'-(ethane-1,2-diylbis(5-carbamoyl-4-methoxy-1H-benzo[d]imidazole-1,2-diyl))bis(2-bromobenzoic acid) C(CN1C(=NC2=C1C=CC(=C2OC)C(N)=O)C=2C(=C(C(=O)O)C=CC2)Br)N2C(=NC1=C2C=CC(=C1OC)C(N)=O)C=1C(=C(C(=O)O)C=CC1)Br